C(C1=CC=CC=C1)N1C(NC2=CC(=CC=C2C1=O)C(=O)NC1CCCCC1)=O 3-benzyl-N-cyclohexyl-2,4-dioxo-1,2,3,4-tetrahydroquinazoline-7-carboxamide